3-((2-(piperazine-1-yl)phenyl)amino)-5H-naphtho[1,8-cd]isothiazole N1(CCNCC1)C1=C(C=CC=C1)NC1=CCC2=CC=CC3=C2C1=NS3